(S)-13-(benzyloxy)-2-((benzyloxy)carbonyl)-13-oxo-2-undecyltridec-4-enoic acid C(C1=CC=CC=C1)OC(CCCCCCCC=CC[C@](C(=O)O)(CCCCCCCCCCC)C(=O)OCC1=CC=CC=C1)=O